ClC=1C=C(C=CC1OCC1=NC=CC=C1)NC1=NC=NC2=CC(=C(C=C12)[N+](=O)[O-])C#C[C@]1(CN(CC1)C(=O)OC(C)(C)C)C (S)-tert-butyl 3-((4-((3-chloro-4-(pyridin-2-ylmethoxy)phenyl)amino)-6-nitroquinazolin-7-yl) ethynyl)-3-methylpyrrolidine-1-carboxylate